(2H-Tetrazol-5-yl)methyl(1-((3-chloro-4-fluorophenyl)carbamoyl)-2-methyl-2,4,5,6-tetrahydrocyclopenta[c]pyrrol-4-yl)carbamate N=1NN=NC1OC(N(C1CCC2=C(N(C=C21)C)C(NC2=CC(=C(C=C2)F)Cl)=O)C)=O